C(#N)CC(=O)N1C[C@@H]([C@@H](CC1)C)N(C=1C2=C(N=CN1)N(C=C2)C(OC2=CC=C(C=C2)NC(=O)OC(C)(C)C)=S)C O-(4-((tert-butoxycarbonyl)amino)phenyl) 4-(((3R,4R)-1-(2-cyanoacetyl)-4-methylpiperidin-3-yl)(methyl)amino)-7H-pyrrolo[2,3-d]pyrimidine-7-carbothioate